1-((1-ethyl-1H-Imidazol-5-yl)methyl)-1H-benzo[d]imidazole-6-carboxylic acid C(C)N1C=NC=C1CN1C=NC2=C1C=C(C=C2)C(=O)O